Cl.COC1=CC=C(C=C1)C1=NOC(=N1)C1CCC(CC1)C(=O)NCC1CNCC1 (1s,4s)-4-(3-(4-Methoxyphenyl)-1,2,4-oxadiazol-5-yl)-N-(pyrrolidin-3-ylmethyl)cyclohexane-1-carboxamide hydrochloride